FC=1C=NC(=NC1)C=1C(=NC=C(C1)C)C(=O)N1[C@@H]2[C@@H](C[C@H](C1)C2)NC2=NC=C(N=C2)C(F)(F)F (3-(5-fluoropyrimidin-2-yl)-5-methylpyridin-2-yl)((1S,4S,6R)-6-((5-(trifluoromethyl)pyrazin-2-yl)amino)-2-azabicyclo[2.2.1]hept-2-yl)methanone